(1S,2R)-2-(((5-amino-7-methoxy-[1,2,4]triazolo[1,5-c]quinazolin-2-yl)methyl)amino)-1-(3,5-bis(trifluoromethyl)phenyl)propan-1-ol NC1=NC=2C(=CC=CC2C=2N1N=C(N2)CN[C@@H]([C@@H](O)C2=CC(=CC(=C2)C(F)(F)F)C(F)(F)F)C)OC